(R)-N-(5-cyclopropyl-2-(3-hydroxy-3-methylpyrrolidin-1-yl)phenyl)-5-(tetrahydro-2H-pyran-4-yl)furan-2-carboxamide C1(CC1)C=1C=CC(=C(C1)NC(=O)C=1OC(=CC1)C1CCOCC1)N1C[C@](CC1)(C)O